N(CCCNC([O-])=O)CCCNC([O-])=O (azanediylbis(propane-3,1-diyl))dicarbamate